(1aR,7bS)-5-{2-[2-((R)-1-ethylpyrrolidin-2-yl)ethyl]-4-fluorobenzenesulfonyl-amino}-1,1a,2,7b-tetrahydrocyclopropa-[c]chromene-4-carboxylic acid C(C)N1[C@@H](CCC1)CCC1=C(C=CC(=C1)F)S(=O)(=O)NC1=CC=C2[C@@H]3[C@H](COC2=C1C(=O)O)C3